benzyl ((5R)-1-(4-cyano-3-(trifluoromethyl) phenyl)-5-((S)-2,2,2-trifluoro-1-hydroxyethyl)pyrrolidin-3-yl)carbamate C(#N)C1=C(C=C(C=C1)N1CC(C[C@@H]1[C@@H](C(F)(F)F)O)NC(OCC1=CC=CC=C1)=O)C(F)(F)F